(4-(1-methyl-1H-indol-3-yl)pyrimidin-2-yl)pyridine-2,3,5-triamine CN1C=C(C2=CC=CC=C12)C1=NC(=NC=C1)C1=C(C(=NC=C1N)N)N